COC=1C=C2C(=CC=NC2=CC1OC)OC1=CC=C(C=C1)N(C(=O)C1(CC1)C(=O)N)C1=C(C=CC=C1)F N-(4-((6,7-dimethoxyquinolin-4-yl)oxy)phenyl)-N-(2-fluorophenyl)cyclopropane-1,1-dicarboxamide